ClC1=CC=C(C=C1)C=1N=C2N(C=CC=C2)C1CN1CC2COCC(C1)N2C(=O)C2=NC(=CC=C2)OC(F)(F)F (7-{[2-(4-Chlorophenyl)imidazo[1,2-a]pyridin-3-yl]methyl}-3-oxa-7,9-diazabicyclo[3.3.1]non-9-yl)[6-(trifluoromethoxy)pyridin-2-yl]methanon